FC(=C1C[C@@H]2CCCN2C1)F (S)-2-(difluoromethylene)tetrahydro-1H-pyrrolizin